ethylene glycol monononyl phenyl ether C1(=CC=CC=C1)OCCOCCCCCCCCC